PYRROLIDINE-2-(S)-CARBONITRILE N1[C@@H](CCC1)C#N